OC1=C(C=CC=C1)C1=CC2=C(N=N1)NC1=C2CN(CC1)C(=O)OC1=CC=C(C=C1)[N+](=O)[O-] 4-nitrophenyl 3-(2-hydroxyphenyl)-5,7,8,9-tetrahydro-6H-pyrido[3',4':4,5]pyrrolo[2,3-c]pyridazine-6-carboxylate